CC(C#N)(C)C=1OC(=NN1)C1=CC2=C(C(CC(C(N2CC=2C(=NC(=CC2)N2N=CC(=C2)C(F)(F)F)F)=O)N)(F)F)C=C1F 2-methyl-2-[5-[3-amino-5,5,7-trifluoro-1-[[2-fluoro-6-[4-(trifluoromethyl)pyrazol-1-yl]-3-pyridyl]methyl]-2-oxo-3,4-dihydro-1-benzazepin-8-yl]-1,3,4-oxadiazol-2-yl]propanenitrile